[As].[Sb].[Sn].[Pb] lead-tin-antimony-arsenic